CN1N=C2[C@@H](N(CCC2=C1C1=CC(=NN1C)C(F)(F)F)C(=O)C=1C(=C2C=CC(=NC2=CC1)C)C)C (S)-(2,7-Dimethyl-3-(1-methyl-3-(trifluoromethyl)-1H-pyrazol-5-yl)-2,4,5,7-tetrahydro-6H-pyrazolo[3,4-c]pyridin-6-yl)(2,5-dimethylquinolin-6-yl)methanone